(R)-2-(2-fluoro-4-(pyrrolidin-2-yl)-5,6,7,8-tetrahydronaphthalen-1-yl)-N-(3-(4-fluoropiperidin-1-yl)propyl)benzo[d]imidazo[2,1-b]thiazole-7-carboxamide FC1=C(C=2CCCCC2C(=C1)[C@@H]1NCCC1)C=1N=C2SC3=C(N2C1)C=CC(=C3)C(=O)NCCCN3CCC(CC3)F